2-methyl-3-[(2-methylpropan-2-(R)-sulfinyl)amino]Propionic acid CC(C(=O)O)CNS(=O)C(C)(C)C